BrC1=CC=C(O1)C1=CC=C(C=C1)P(CCC(C)C)CCC(C)C (4-(5-bromofuran-2-yl)phenyl)diisoamyl-phosphine